1'-(dimethylphenoxysilyl)ferrocene tert-butyl-3-((1'R,5'R)-5'-(tert-butyl)-2'-methylenecyclohexyl)propanoate C(C)(C)(C)OC(CCC1C(CCC(C1)C(C)(C)C)=C)=O.C[Si]([C-]1C=CC=C1)(OC1=CC=CC=C1)C.[CH-]1C=CC=C1.[Fe+2]